FC1=C(C=CC=C1)CC(=O)N1CCC=2C1=CN=CC2C2=CC=C(C#N)C=C2 4-(1-(2-(2-Fluorophenyl)acetyl)-2,3-dihydro-1H-pyrrolo[2,3-c]pyridin-4-yl)benzonitrile